3-chloro-5-fluorobenzo[C]isothiazole ClC1=C2C(=NS1)C=CC(=C2)F